C1(CC1)C1=CC(=NC(=N1)C(C)(F)F)O 6-cyclopropyl-2-(1,1-difluoroethyl)pyrimidin-4-ol